CC1=C(C=CC(=C1)C)C1=NC(=NC(=N1)C1=C(C=C(C=C1)C)C)C1=C(C=C(C=C1)OCCCCCCCC)O 4,6-bis-(2,4-dimethylphenyl)-2-(2-hydroxy-4-octyloxyphenyl)-s-triazine